ethyl 1-(2-{2-azaspiro[3.4]octan-2-yl}ethyl)-2-oxo-6-(trifluoromethyl)-1,2-dihydropyridine-3-carboxylate C1N(CC12CCCC2)CCN2C(C(=CC=C2C(F)(F)F)C(=O)OCC)=O